O([Si](C1=CC=CC=C1)(C1=CC=CC=C1)C(C)(C)C)C1=CC=C(C=C1)CCN 2-(4-(tert-butyldiphenylsiloxy)phenyl)ethan-1-amine